15-chloro-21,23-difluoro-16-hydroxy-3-methyl-18,18-dioxo-8,11-dioxa-18λ6-thia-19-azatetracyclo[18.3.1.113,17.02,7]pentacosa-1(23),2(7),3,5,13(25),14,16,20(24),21-nonaen-12-one ClC1=CC=2C(OCCOC=3C=CC=C(C3C3=C(C=C(C(NS(C(=C1O)C2)(=O)=O)=C3)F)F)C)=O